(S)-4-ethyl-8-fluoro-4-hydroxy-10-methoxy-11-methyl-1,12-dihydro-14H-pyrano[3',4':6,7]indolizino[2,1-b]quinoline-3,6,14(4H,11H)-trione C(C)[C@]1(C(OCC=2C(N3CC=4N(C5=C(C=C(C=C5C(C4C3=CC21)=O)F)OC)C)=O)=O)O